5-bromo-6-chloro-3-((3,3-difluoro-4-(4-fluorophenyl)-4-((triethylsilyl)oxy)pentyl)oxy)pyrazin-2-amine BrC=1N=C(C(=NC1Cl)N)OCCC(C(C)(O[Si](CC)(CC)CC)C1=CC=C(C=C1)F)(F)F